5-bromo-2-chloronaphtho[2,1-b]benzofuran BrC1=CC=2OC3=C(C2C=2C=C(C=CC12)Cl)C=CC=C3